[Cl-].[Cl-].CC=1C(C=CC1)(C)[Zr+2]C1=CC=C(C=2C3=CC=CC=C3CC12)OC (dimethylcyclopentadienyl)(4-methoxyfluorenyl)zirconium dichloride